triphenylmethanesulphonic acid C1(=CC=CC=C1)C(S(=O)(=O)O)(C1=CC=CC=C1)C1=CC=CC=C1